2,6-dichloro-N-(3-(methylsulfonyl)-[1,2,4]triazolo[4,3-a]pyridin-6-yl)benzamide ClC1=C(C(=O)NC=2C=CC=3N(C2)C(=NN3)S(=O)(=O)C)C(=CC=C1)Cl